(2S,3aS,7aS)-octahydroindolecarboxylic acid N1[C@@H](C[C@@H]2CCCC[C@H]12)C(=O)O